3-((3-fluoro-4-(4-(piperazin-1-yl)piperidin-1-yl)phenyl)amino)piperidine-2,6-dione FC=1C=C(C=CC1N1CCC(CC1)N1CCNCC1)NC1C(NC(CC1)=O)=O